(2S,3R)-4-[(2,2-dimethylpropionyl)oxy]-2-ethyl-3-[(3-methylimidazol-4-yl)methyl]butanoic acid sodium salt [Na+].CC(C(=O)OC[C@@H]([C@@H](C(=O)[O-])CC)CC=1N(C=NC1)C)(C)C